C(C)(C)(C)N1S(C(=C(C1=O)NC1CCN(CC1)C)C1=CC=CC=C1)(=O)=O 2-tert-butyl-4-[(1-methylpiperidin-4-yl)amino]-5-phenylisothiazol-3(2H)-one 1,1-dioxide